NC=1C=C(C=C(C1)C(F)(F)F)NS(=O)(=O)C1=C(C=C(C=C1C(C)C)C(C)C)C(C)C N-(3-Amino-5-(trifluoromethyl)phenyl)-2,4,6-triisopropylbenzenesulfonamide